N-methyl-1-((trans)-4-(methyl-(7-(2-(4-(1-oxoisoindolin-2-yl)phenyl)butanoyl)-7H-pyrrolo[2,3-d]pyrimidin-4-yl)amino)cyclohexyl)methanesulfonamide CNS(=O)(=O)C[C@@H]1CC[C@H](CC1)N(C=1C2=C(N=CN1)N(C=C2)C(C(CC)C2=CC=C(C=C2)N2C(C1=CC=CC=C1C2)=O)=O)C